(7-((5-bromo-2-chloropyrimidin-4-yl)amino)-[1,2,4]triazolo[1,5-a]pyridin-8-yl)dimethylphosphine BrC=1C(=NC(=NC1)Cl)NC1=C(C=2N(C=C1)N=CN2)P(C)C